2-(trifluoromethyl)[1,1'-biphenyl] FC(C1=C(C=CC=C1)C1=CC=CC=C1)(F)F